4-Hydroxy-3-methoxyphenylboronic acid pinacol ester OC1=C(C=C(C=C1)B1OC(C)(C)C(C)(C)O1)OC